OC(C(=O)NC1CN(C1)C)C 2-hydroxy-N-(1-methylazetidin-3-yl)propanamide